COC(=O)C(C1=CC=CC=C1)=O.ClC1=C(C(=O)N)C(=C(C(=N1)Cl)C1OCCCO1)Cl 2,4,6-trichloro-5-(1,3-dioxan-2-yl)nicotinamide methyl-Benzoylformate